3-(3-(4-methoxyphenyl)propenoyl)-4-phenyloxazolidin-2-one COC1=CC=C(C=C1)C=CC(=O)N1C(OCC1C1=CC=CC=C1)=O